6-(4-cyclopropyl-6-methoxypyrimidin-5-yl)-1-((6-(1-ethyl-4-(trifluoromethyl)4H-imidazol-2-yl)pyridin-3-yl)methyl)4H-pyrazolo[3,4-d]pyrimidine C1(CC1)C1=NC=NC(=C1C1=NCC=2C(=N1)N(NC2)CC=2C=NC(=CC2)C=2N(CC(N2)C(F)(F)F)CC)OC